N[C@@H](COC1=NC(=NC(=C1C)C1=C(C=CC=C1C)C)NS(=O)(=O)C=1C=C(C(=O)O)C=CC1)CC1(CC1)C(F)(F)F 3-[[4-[(2R)-2-amino-3-[1-(trifluoromethyl)cyclopropyl]propoxy]-6-(2,6-dimethylphenyl)-5-methyl-pyrimidin-2-yl]sulfamoyl]benzoic acid